CN(C1=C(C=C(C=2N1N=CN2)C=2C=1N(C(=NC2)NCC2=C(C=CC3=C2CCO3)F)C=NN1)F)C 8-(5-(dimethylamino)-6-fluoro-[1,2,4]triazolo[1,5-a]pyridin-8-yl)-N-((5-fluoro-2,3-dihydrobenzofuran-4-yl)methyl)-[1,2,4]triazolo[4,3-c]pyrimidin-5-amine